O=C1NC(CCC1N1N=NC2=C(C1=O)C=CC=C2)=O (2,6-dioxopiperidin-3-yl)-4-oxo-3,4-dihydrobenzo[d][1,2,3]triazin